C(C)C(COC(CCCCC(CN(CCCCSSCCN1CCN(CC1)CCOC(CCCCN(CC(CCCCCCC(=O)OCC(CC)CC)O)CC(CCCCCCC(=O)OCC(CC)CC)O)=O)CC(CCCCC(OCC(CC)CC)=O)O)O)=O)CC Bis(2-ethylbutyl) 9,9'-((5-(2-(4-(2-((4-(bis(7-(2-ethylbutoxy)-2-hydroxy-7-oxoheptyl)amino)-butyl)disulfaneyl)ethyl)piperazin-1-yl)ethoxy)-5-oxopentyl)azanediyl)bis(8-hydroxynonanoate)